(2R,3S)-3-methyl-5-oxopyrrolidin C[C@@H]1CNC(C1)=O